OC[C@H]1[C@@H](C1)NC(=O)C=1C=C(C(N(C1)CC1=CC(=CC=C1)OC)=O)C(=O)NC |r| (+/-)-N5-((trans)-2-(hydroxymethyl)cyclopropyl)-1-(3-methoxybenzyl)-N3-methyl-2-oxo-1,2-dihydropyridine-3,5-dicarboxamide